(R)-5-(2-(4-(2-chlorophenyl)piperazin-1-yl)ethyl)-3,3-diethylpyrrolidin-2-one ClC1=C(C=CC=C1)N1CCN(CC1)CC[C@H]1CC(C(N1)=O)(CC)CC